N-(4-fluoro-1H-benzo[d]imidazol-2-yl)-6,7-dimethyl-3-oxo-4-((2s,3s,4r)-2,3,4,5-tetrahydroxypentyl)-3,4-dihydroquinoxaline-2-carboxamide FC1=CC=CC=2NC(=NC21)NC(=O)C2=NC1=CC(=C(C=C1N(C2=O)C[C@@H]([C@@H]([C@@H](CO)O)O)O)C)C